ClC1=C(C=CC=C1Cl)\C(\C)=N\NS(=O)(=O)C1=CC=C(C=C1)C (E)-N'-(1-(2,3-dichlorophenyl)ethylidene)-4-methylbenzenesulfonohydrazide